N1=C(C=CC=C1)NC(=O)C=1C=CC(=C2C=CC=NC12)N[C@@H]1CN(CC1)C(=O)O (S)-3-((8-(pyridin-2-ylcarbamoyl)quinolin-5-yl)amino)pyrrolidine-1-carboxylic acid